COCOC[C@H](CC1=CC=C(C=C1)C)N1C(N(C=2C1=NC=CC2)C(C)C2=CC=C(C=C2)C)=N 3-((S)-1-(methoxymethoxy)-3-p-tolylpropan-2-yl)-1-(1-p-tolylethyl)-1H-imidazo[4,5-b]pyridin-2(3H)-imine